O2-Sulfo-Glucuronic Acid S(=O)(=O)(O)O[C@@H](C=O)[C@@H](O)[C@H](O)[C@H](O)C(=O)O